ethyl (4aS,7aR)-4a-[(benzyloxy)methyl]-1-methyl-2-sulfanylidene-octahydro-1H-cyclopenta[b]pyridine-3-carboxylate C(C1=CC=CC=C1)OC[C@]12[C@H](N(C(C(C1)C(=O)OCC)=S)C)CCC2